6-(8-oxa-3-azabicyclo[3.2.1]oct-3-yl)-4-((S)-3-methylmorpholino)pyridazine-3-carbonitrile C12CN(CC(CC1)O2)C2=CC(=C(N=N2)C#N)N2[C@H](COCC2)C